5-{[(2,2-Dimethylpropionyl)amino]methyl}-N-(1-cyclopropyl-1H-indazol-4-yl)-2-(trifluoromethyl)benzamide CC(C(=O)NCC=1C=CC(=C(C(=O)NC2=C3C=NN(C3=CC=C2)C2CC2)C1)C(F)(F)F)(C)C